2-amino-3-(morpholinosulfonyl)benzoic acid NC1=C(C(=O)O)C=CC=C1S(=O)(=O)N1CCOCC1